8-(4-chloro-2-fluorophenyl)-2,3-dimethyl-6-[2-(3-methyl-1,2,4-oxadiazol-5-yl)morpholin-4-yl]pyrimido[5,4-d]pyrimidin-4-one ClC1=CC(=C(C=C1)C1=NC(=NC2=C1N=C(N(C2=O)C)C)N2CC(OCC2)C2=NC(=NO2)C)F